CC=1C=C2C(=CC=NC2=CC1)C(=O)Cl 6-methyl-quinoline-4-carbonyl chloride